C(=O)(C=C)ON1CNCNC1 acryloxyl-hexahydro-1,3,5-triazine